FC(C1=NN(C=C1)C1=CC=C(C=C1)N1C(C=CC1=O)=O)(F)F 1-[4-[3-(trifluoromethyl)pyrazol-1-yl]phenyl]pyrrole-2,5-dione